C(C=C)(=O)NC(CC[N+](C)(C)C)(C)C N-(3-acrylamido-3-methylbutyl)-N,N,N-trimethylammonium